NC1=C(C=CC(=C1)NCC1=CC=C(C=C1)O)NC([C@@H]([C@H](CCCCC)F)F)=O |&1:18| (SR,3S)-N-(2-Amino-4-((4-hydroxybenzyl)amino)phenyl)-2,3-difluorooctanamid